ClC=1C=CC(=C(C1)NC(=O)NC1=CC(=CC(=C1)OC)F)CO 1-(5-chloro-2-hydroxymethylphenyl)-3-(3-fluoro-5-methoxyphenyl)urea